CN(C=1C=C(C=CC1)CN1N=C(C=C1C1=CC(=CC=C1)OCC(C)C)COC(C(=O)O)(C)C)C 2-[(1-[[3-(Dimethylamino)phenyl]-methyl]-5-[3-(2-methylpropoxy)-phenyl]-1H-pyrazol-3-yl)methoxy]-2-methylpropanoic acid